α-picolin N1=C(C=CC=C1)C